7-amino-2-cyclopropyl-3-methyl-5-(methylthio)pyrazolo[1,5-a]pyrimidine-6-carbonitrile NC1=C(C(=NC=2N1N=C(C2C)C2CC2)SC)C#N